3-(6-methoxy-9H-purin-9-yl)-N-hydroxypropionamide COC1=C2N=CN(C2=NC=N1)CCC(=O)NO